ClC=1C=C(C=C(C1)OC(F)(F)F)C1CCC2(CN(C2)C(=O)C2CC(C2)(C)O)CC1 (7-(3-Chloro-5-(trifluoromethoxy)phenyl)-2-azaspiro[3.5]nonan-2-yl)((1s,3s)-3-hydroxy-3-methylcyclobutyl)methanone